O1COC2=C1C=CC(=C2)CC(=O)N(C2CCN(CC2)C(C)C2=CC=CC1=CC=CC=C21)CC(=O)NCC(=O)NC2(CC2)C#N 2-(benzo[d][1,3]dioxol-5-yl)-N-(2-((2-((1-cyanocyclopropyl)amino)-2-oxoethyl)amino)-2-oxoethyl)-N-(1-(1-(naphthalen-1-yl)ethyl)piperidin-4-yl)acetamide